6-{4-[(6-methoxypyridin-3-yl)oxy]piperidin-1-yl}-5-methyl-N-[(1-oxo-2,3-dihydro-1H-isoindol-5-yl)methyl]pyridazine-3-carboxamide COC1=CC=C(C=N1)OC1CCN(CC1)C1=C(C=C(N=N1)C(=O)NCC=1C=C2CNC(C2=CC1)=O)C